(5-chloropyridin-2-yl)(imino)(methyl)-λ6-sulfanone ClC=1C=CC(=NC1)S(=O)(C)=N